BrC1=CC(=C(C=C1C)NC1=CC=C2C(=N1)C(N(C2)[C@@H]2CC[C@H](CC2)C(=O)OC(C)(C)C)=O)C2CC2 tert-butyl (trans)-4-(2-((4-bromo-2-cyclopropyl-5-methylphenyl)amino)-7-oxo-5,7-dihydro-6H-pyrrolo[3,4-b]pyridin-6-yl)cyclohexane-1-carboxylate